COC1=C(C(=O)O[C@@H]1[C@@H](O)CO)O 3-O-methyl-ascorbic acid